(S)-3-(1-hydroxypropan-2-yl)-6-morpholino-8-(pyridin-3-yl)pyrido[3,4-d]pyrimidin-4(3H)-one OC[C@H](C)N1C=NC2=C(C1=O)C=C(N=C2C=2C=NC=CC2)N2CCOCC2